CC([C@@H](C(N1[C@@H](CCC1)C=1SC=C(N1)C1=CC=CC=C1)=O)NC(/C=C/C1=CC=C(C=C1)C(F)(F)P(O)(O)=O)=O)(C)C ((4-((E)-3-(((S)-3,3-dimethyl-1-oxo-1-((S)-2-(4-phenylthiazol-2-yl)pyrrolidin-1-yl)butan-2-yl)amino)-3-oxoprop-1-en-1-yl)phenyl)difluoromethyl)phosphonic acid